COC(=O)C1=NN(C=C1C1=CC(=NC=C1F)C)C1OCCCC1 (5-fluoro-2-methylpyridin-4-yl)-1-(tetrahydro-2H-pyran-2-yl)-1H-pyrazole-3-carboxylic acid methyl ester